2-cyclohexylethyl-boric acid C1(CCCCC1)CCOB(O)O